1-(6'-Chloro-4'-fluoro-[2,3'-bipyridin]-5-yl)piperidin-4-ol ClC1=CC(=C(C=N1)C1=NC=C(C=C1)N1CCC(CC1)O)F